trans-2-(benzyloxy)cyclobutanol C(C1=CC=CC=C1)O[C@H]1[C@@H](CC1)O